C1(CCCCC1)N1CCN(CC1)C1=CC=C(C=C1)C1(NN(C(=N1)N)C1=NC=CC2=CC=CC=C12)N 3-(4-(4-cyclohexylpiperazin-1-yl)phenyl)-1-(isoquinolin-1-yl)-1H-1,2,4-triazole-3,5-diamine